C1(CC1)C1=NN2C(C(=CC3=CN=C(C=C23)NC(=O)[C@@H]2C(C2)(F)F)C=2C=NC(=CC2C)C(CC)O)=N1 (1R)-N-(2-cyclopropyl-4-(6-(1-hydroxypropyl)-4-methylpyridin-3-yl)-[1,2,4]triazolo[1,5-a][1,6]naphthyridin-8-yl)-2,2-difluorocyclopropane-1-carboxamide